C1(CC=CCC1)CC[Si](Cl)(Cl)CCC1CC=CCC1 bis[2-(3-cyclohexenyl)ethyl]dichlorosilane